FC1=C2C(=CC=NC2=CC(=C1)F)N1C[C@@H](N(C[C@H]1C)C1=CC(N(C=2C=CC(=NC12)C#N)C)=O)C 8-((2s,5r)-4-(5,7-difluoroquinolin-4-yl)-2,5-dimethylpiperazin-1-yl)-5-methyl-6-oxo-5,6-dihydro-1,5-naphthyridine-2-carbonitrile